tert-butyl((4,4-difluoro-5-((tetrahydro-2H-pyran-2-yl)oxy)pentyl)oxy)diphenylsilane C(C)(C)(C)[Si](C1=CC=CC=C1)(C1=CC=CC=C1)OCCCC(COC1OCCCC1)(F)F